Methyl 1-(1-(fluoromethyl)cyclopropyl)-6-oxo-4-(((trifluoromethyl)sulfonyl)oxy)-1,6-dihydropyridine-3-carboxylate FCC1(CC1)N1C=C(C(=CC1=O)OS(=O)(=O)C(F)(F)F)C(=O)OC